COC(=O)CNCCC[Si](OCC)(OCC)C N-(methoxycarbonyl)methyl-3-aminopropylmethyldiethoxysilane